1-carboxy-methylbutan-1-aminium nicotinate C(C1=CN=CC=C1)(=O)[O-].C(=O)(O)C(CCC)([NH3+])C